C1(=CC=CC=C1)C1=C2C=CN(C(C2=CN=C1)=O)CC1=CC=C(C=C1)B1OC(C(O1)(C)C)(C)C.[Cl].[He] Helium chlorine 5-phenyl-2-{[4-(4,4,5,5-tetramethyl-1,3,2-dioxaborolan-2-yl)phenyl]methyl}-1,2-dihydro-2,7-naphthyridin-1-one